C(#N)C=1C=NN2C1C(=CC(=C2)OCC)C=2C=NC(=CC2)N2CCN(CC2)C(C#CC2=CC=CC=C2)=O 3-cyano-6-ethoxy-4-(6-(4-(3-phenylpropioloyl)piperazin-1-yl)pyridin-3-yl)pyrazolo[1,5-a]pyridine